N,N,N-trimethyl-2-[(2-methyl-1-oxo-2-propenyl)oxy]ethylammonium chloride [Cl-].C[N+](C)(C)CCOC(C(=C)C)=O